ClC1=CC=2N=C(N=C(C2C=N1)O)O 7-chloropyrido[4,3-d]pyrimidine-2,4-diol